FC1=C(CN2N=CC(=C2)B2OC(C(O2)(C)C)(C)C)C=C(C=C1)F 1-(2,5-difluorobenzyl)-4-(4,4,5,5-tetramethyl-1,3,2-dioxaborolan-2-yl)-1H-pyrazole